FC=1C(NC(NC1)=O)=O 5-fluoro-1H-pyrimidine-2,4-dione